(S)-5-bromo-4-fluoro-2-(((2R,7aS)-2-fluorotetrahydro-1H-pyrrolizin-7a(5H)-yl)methoxy)-8a,9,10,11-tetrahydro-8H-pyrrolo[2',1':3,4][1,4]oxazepino[5,6,7-de]quinazoline BrC=1C=C2C3=C(N=C(N=C3C1F)OC[C@]13CCCN3C[C@@H](C1)F)N1[C@H](CO2)CCC1